FC1=C(C=C2CN(CC(C2=O)C=2C=NC=CC2)S(=O)(=O)C2=CC=C(C=C2)Br)C=CC=C1 3-(2-fluorobenzylidene)-5-(3-pyridyl)-N-(4-bromobenzenesulfonyl)-4-piperidone